3-(imidazo[1,2-a]pyridin-6-yl)-N-(3-(4-methylpiperazin-1-yl)phenyl)-1H-pyrrolo[2,3-b]pyridin-6-amine N=1C=CN2C1C=CC(=C2)C2=CNC1=NC(=CC=C12)NC1=CC(=CC=C1)N1CCN(CC1)C